[Zn].[Ni].[Cu] copper-nickel-zinc